isophthalic acid (isopentyl) (isononyl) ester C(CCCCCC(C)C)OC(C=1C=C(C(=O)OCCC(C)C)C=CC1)=O